C(C=C)N(N)C(=O)OC(C)(C)C tert-butyl 1-allylhydrazinecarboxylate